1-[4-[2-(5-isopropoxy-1H-indazol-3-yl)pyrimidin-4-yl]-3-methyl-pyrazol-1-yl]propan-2-One C(C)(C)OC=1C=C2C(=NNC2=CC1)C1=NC=CC(=N1)C=1C(=NN(C1)CC(C)=O)C